1,3-dimethyl-5-(1-tetrahydropyran-2-yl-3-vinyl-pyrazolo[3,4-c]pyridin-5-yl)pyrazol-4-ol CN1N=C(C(=C1C=1C=C2C(=CN1)N(N=C2C=C)C2OCCCC2)O)C